(S,E)-2,2-dimethyl-8-oxo-2,3,4,8-tetrahydropyrano[3,2-g]chromen-3-yl 3-(4-(trifluoromethyl)phenyl)acrylate FC(C1=CC=C(C=C1)/C=C/C(=O)O[C@@H]1C(OC2=CC3=C(C=C2C1)C=CC(O3)=O)(C)C)(F)F